N1(CCOCC1)C1=CC=C(N=N1)N 6-(morpholin-4-yl)pyridazin-3-amine